6-oxa-9-azaspiro[3.6]decan-2-ol hydrochloride Cl.C1C(CC12COCCNC2)O